NC1=C(NC[C@@H]2C[C@H](C2)C(=O)OC)C=CC(=C1)F methyl trans-3-[(2-amino-4-fluoro-anilino)methyl]cyclobutanecarboxylate